C(C(C)C)SC1=C(OC2=C(C=C(C=C2)C2=NOC(=N2)CN2C(NC(C2=O)(C)C)=O)C(F)(F)F)C=CC=C1 3-((3-(4-(2-(isobutylthio)phenoxy)-3-(trifluoromethyl)phenyl)-1,2,4-oxadiazol-5-yl)methyl)-5,5-dimethylimidazolidine-2,4-dione